C(C)(=O)O[C@H]1[C@@H](O[C@@H]([C@H]([C@@H]1OC(C)=O)OC(C)=O)C(=O)OC)OC1=C(C=C(C=C1)CO)NC(=O)OC(C)(C)C (2S,3R,4S,5S,6S)-2-(2-((tert-butoxycarbonyl)amino)-4-(hydroxymethyl)phenoxy)-6-(methoxycarbonyl)tetrahydro-2H-pyran-3,4,5-triyl triacetate